BrC=1C(=C(C(=NC1)NC(OC(C)(C)C)=O)F)OC(C)C tert-Butyl (5-bromo-3-fluoro-4-isopropoxypyridin-2-yl)carbamate